1-methylcyclopropylamine HCl salt Cl.CC1(CC1)N